8-({1-[amino(1H-imidazol-5-yl)acetyl]azetidin-3-yl}oxy)-4,4-dihydroxy-5-oxa-4-boranuidabicyclo[4.4.0]deca-1(6),7,9-triene-7-carboxylic acid NC(C(=O)N1CC(C1)OC1=C(C=2O[B-](CCC2C=C1)(O)O)C(=O)O)C1=CN=CN1